ClC=1N=C(C=2OCCNC2N1)NCCC1=C(NC2=C(C=C(C=C12)F)F)C 2-chloro-N-[2-(5,7-difluoro-2-methyl-1H-indol-3-yl)ethyl]-7,8-dihydro-6H-pyrimido[5,4-b][1,4]oxazin-4-amine